2-((E)-(((E)-furan-2-ylmethylene)hydrazono)methyl)thiazole O1C(=CC=C1)\C=N\N=C\C=1SC=CN1